C(C)(=O)C1(CC(=C(CC1)C)C)OC(=O)C1=CC=CC2=CC=CC=C12 1-Naphthalic acid 1-acetyl-3,4-dimethylcyclohex-3-en-1-yl ester